ClC=1C(=C(C(=CC1)OC(F)F)C=1C=CC(=[N+](C1)[O-])[C@@H](C(=O)NC1=CC=C(C(=O)O)C=C1)CC1CCC(CC1)(C)O)F |r| (S)- and (R)-Cis-4-{[2-{5-[3-chloro-6-(difluoromethoxy)-2-fluorophenyl]-1-oxidopyridin-2-yl}-3-(4-hydroxy-4-methylcyclohexyl)propanoyl]amino}benzoic acid